3-[1-(2,6-dichloro-3-fluoro-phenyl)-ethoxy]-5-(3,5-dichloro-phenyl)-pyridin-2-ylamine ClC1=C(C(=CC=C1F)Cl)C(C)OC=1C(=NC=C(C1)C1=CC(=CC(=C1)Cl)Cl)N